N-(t-butoxycarbonyl)-O-((5-Oxo-4,5-dihydro-1,2,4-oxadiazol-3-yl)methyl)-L-serine C(C)(C)(C)OC(=O)N[C@@H](COCC1=NOC(N1)=O)C(=O)O